C(C)NC(NC1=CC=C(C=C1)C=1C2=C(N=C(N1)NC(=O)C1CC1)NC=C2)=S N-(4-(4-(3-ethylthioureido)phenyl)-7H-pyrrolo[2,3-d]pyrimidin-2-yl)cyclopropylcarboxamide